3-fluoro-6-(1H-imidazol-1-yl)-N-(pyridin-3-yl)picolinamide FC=1C(=NC(=CC1)N1C=NC=C1)C(=O)NC=1C=NC=CC1